Methyl (3S)-1-(3-fluoro-4-{5-[(1R)-1-methyl-1,2,3,4-tetrahydroisoquinoline-2-carbonyl]-7-(4-methylphenyl)pyrazolo[1,5-a]pyrimidin-2-yl}phenyl)pyrrolidine-3-carboxylate FC=1C=C(C=CC1C1=NN2C(N=C(C=C2C2=CC=C(C=C2)C)C(=O)N2[C@@H](C3=CC=CC=C3CC2)C)=C1)N1C[C@H](CC1)C(=O)OC